2-fluoro-N-(4-fluorophenyl)-3-methylbenzamide FC1=C(C(=O)NC2=CC=C(C=C2)F)C=CC=C1C